N-(cyclopropylcarbonyl)-L-valyl-N-{(2S)-1-(1,3-benzothiazol-2-yl)-1-oxo-3-[(3S)-2-oxopyrrolidin-3-yl]propan-2-yl}-4,4-dimethyl-L-prolinamide C1(CC1)C(=O)N[C@@H](C(C)C)C(=O)N1[C@@H](CC(C1)(C)C)C(=O)N[C@H](C(=O)C=1SC2=C(N1)C=CC=C2)C[C@H]2C(NCC2)=O